NC=1C2=C(N(C(N1)=O)C1=C(C=CC=C1)C)N=C(C=C2)OC(F)F amino-7-(difluoromethoxy)-1-(2-methylphenyl)pyrido[2,3-d]pyrimidin-2-one